2-(4-cyclopropyl-6-methoxypyrimidin-5-yl)-8-(3-hydroxy-4-(1-isopropyl-4-(trifluoromethyl)-1H-imidazol-2-yl)benzyl)pyrido[2,3-d]pyrimidin-7(8H)-one C1(CC1)C1=NC=NC(=C1C=1N=CC2=C(N1)N(C(C=C2)=O)CC2=CC(=C(C=C2)C=2N(C=C(N2)C(F)(F)F)C(C)C)O)OC